C(C)(=O)C=1C=C(C=C2C(=C(C(=NC12)Cl)C)C(=O)Cl)C 8-acetyl-2-chloro-3,6-dimethyl-quinoline-4-carbonyl chloride